2-(7-fluoro-1H-indol-1-yl)-N,N-dimethylethan-1-amine fumarate salt C(\C=C\C(=O)O)(=O)O.FC=1C=CC=C2C=CN(C12)CCN(C)C